methyl 4-[6-amino-5-[4-[[tert-butyl(dimethyl)silyl]oxymethyl]-1-piperidyl]-1,3-benzoxazol-2-yl]cyclohexanecarboxylate NC1=CC2=C(N=C(O2)C2CCC(CC2)C(=O)OC)C=C1N1CCC(CC1)CO[Si](C)(C)C(C)(C)C